3-fluoro-N-(6-fluoropyridin-2-yl)-6-methylpyridin-2-sulfonamide FC=1C(=NC(=CC1)C)S(=O)(=O)NC1=NC(=CC=C1)F